Ethyl 5-chloro-3-(1-((1-(2-((4-(trifluoromethyl) phenyl) sulfonamido) ethyl) piperidin-4-yl) methyl)-1H-1,2,3-triazol-4-yl)-1H-indole-2-carboxylate ClC=1C=C2C(=C(NC2=CC1)C(=O)OCC)C=1N=NN(C1)CC1CCN(CC1)CCNS(=O)(=O)C1=CC=C(C=C1)C(F)(F)F